5-Bromo-3-(4,4-difluorocyclohex-1-en-1-yl)-1-methyl-1H-indazole BrC=1C=C2C(=NN(C2=CC1)C)C1=CCC(CC1)(F)F